9-hydroxy-Non-1-yne OCCCCCCCC#C